F[P-](F)(F)(F)(F)F.[H+] hexa-fluorophosphoric acid